FC1=CC=CC=2N1N=C(C2)[C@H]2N(CCC1=C2N=CN1)C(=O)C=1OC(=NN1)C1=NC=CN=C1 (S)-(4-(7-fluoropyrazolo[1,5-a]pyridin-2-yl)-6,7-dihydro-1H-imidazo[4,5-c]pyridin-5(4H)-yl)(5-(pyrazin-2-yl)-1,3,4-oxadiazol-2-yl)methanone